O=C1NC(CCC1N1C(C2=CC=CC(=C2C1=O)NCCOCCOCCNCCCONC(C1=C(C(=C(C=C1)F)F)NC1=C(C=C(C=C1)I)F)=O)=O)=O N-(3-((2-(2-(2-((2-(2,6-dioxopiperidin-3-yl)-1,3-dioxoisoindolin-4-yl)amino)ethoxy)ethoxy)ethyl)amino)propoxy)-3,4-difluoro-2-((2-fluoro-4-iodophenyl)amino)benzamide